3-(difluoromethyl)cyclobutylamine hydrochloride Cl.FC(C1CC(C1)N)F